Erucyl Pentacosanoate C(CCCCCCCCCCCCCCCCCCCCCCCC)(=O)OCCCCCCCCCCCC\C=C/CCCCCCCC